4-((2S,3R,4R,5R)-3-(2-(difluoromethoxy)-3,4-difluorophenyl)-4,5-dimethyl-5-(trifluoromethyl)tetrahydrofuran-2-carboxamido)-N-methylpicolinamide FC(OC1=C(C=CC(=C1F)F)[C@@H]1[C@H](O[C@]([C@@H]1C)(C(F)(F)F)C)C(=O)NC1=CC(=NC=C1)C(=O)NC)F